2-(1-hydroxy-1-methyl-ethyl)-4-[[5-(4-hydroxy-1-piperidinyl)-2-pyridinyl]amino]-6H-1,6-naphthyridin-5-one OC(C)(C)C1=NC=2C=CNC(C2C(=C1)NC1=NC=C(C=C1)N1CCC(CC1)O)=O